C(C)(C)(C)OC(CCCCNC1=NC=C(C=C1)Br)=O.CS(=O)(=O)NC(C1=CC=CC=C1)=O N-(methylsulfonyl)benzamide tert-butyl-5-[(5-bromo-2-pyridyl)amino]pentanoate